(S)-(4-(pyrazolo[1,5-a]pyridin-2-yl)-6,7-dihydro-1H-imidazo[4,5-c]pyridin-5(4H)-yl)(6-(pyridin-2-yl)pyrazolo[1,5-a]pyridin-3-yl)methanone N1=C(C=C2N1C=CC=C2)[C@H]2N(CCC1=C2N=CN1)C(=O)C=1C=NN2C1C=CC(=C2)C2=NC=CC=C2